2-chloro-3,4-difluorophenylethanol ClC1=C(C=CC(=C1F)F)C(C)O